2-(3-Chloro-4-methylphenyl)-6-(methylthio)tetrahydro-2H-pyran-3,4,5-triyl triacetate C(C)(=O)OC1C(OC(C(C1OC(C)=O)OC(C)=O)SC)C1=CC(=C(C=C1)C)Cl